FC=1C=C(CNC(=O)C=2NC=C(C2)C2=NC(=NC=C2C)NC2=CC=NN2C)C=CC1 N-(3-fluorobenzyl)-4-(5-methyl-2-((1-methyl-1h-pyrazole-5-yl)amino)pyrimidin-4-yl)-1h-pyrrole-2-formamide